FC1=C(C(=CC(=C1)OC)F)C1=C(C(N(N1C)C1=NC(=CC=C1)C(F)F)=O)NC(C1=CC=C(C=C1)OC(F)(F)F)=O N-[5-(2,6-difluoro-4-methoxyphenyl)-2-[6-(difluoromethyl)pyridin-2-yl]-1-methyl-3-oxo-2,3-dihydro-1H-pyrazol-4-yl]-4-(trifluoromethoxy)benzamide